C(CCCCCCCCCCCCCCC)N(CC=C)CC=C hexadecyl-diallyl-amine